ClC1=C(C=CC(=C1)OC)C[C@H](C)NC(CN1N=NC2=C(C1=O)C=CC=C2)=O (S)-N-(1-(2-chloro-4-methoxyphenyl)propan-2-yl)-2-(4-oxo-benzo[d][1,2,3]triazin-3(4H)-yl)acetamide